O[Sn].[Ti] titanium hydroxyl-TiN